C(CC)SSSCCC propyl trisulfide